FC=1C=C(C=CC1F)[C@H]1[C@@H](CN(C1)CCOC)NC(N)=O 3-((3S,4R)-4-(3,4-difluorophenyl)-1-(2-methoxyethyl)pyrrolidine-3-yl)urea